2-thia-butylboric acid C(SCC)OB(O)O